C(=O)(C=C)NC(CS(=O)(=O)O)(CS(=O)(=O)O)C 2-(N-acryl)amino-2-methyl-1,3-propane-disulfonic acid